[Cl-].C(CCC)N1C=[N+](C(=C1)CCCC)CCCC 1,3,4-tributyl-imidazolium chloride